racemic-(3R,5R,6S)-(3S,5S,6R)-3-allyl-5-(3-chlorophenyl)-6-(4-chlorophenyl)-1-(cyclopropylmethyl)piperidin-2-one C(C=C)[C@H]1C(N([C@@H]([C@H](C1)C1=CC(=CC=C1)Cl)C1=CC=C(C=C1)Cl)CC1CC1)=O |r|